N,N'-Bis(3-methyl-phenyl)-N,N'-diphenyl-benzidine CC=1C=C(C=CC1)N(C1=CC=C(C=C1)C1=CC=C(N(C2=CC=CC=C2)C2=CC(=CC=C2)C)C=C1)C1=CC=CC=C1